[N+](=O)([O-])C1=CC=C(C=C1)C1=NN(C2=NC=NC(=C21)N)C2COCC2 3-(4-nitrophenyl)-1-(tetrahydrofuran-3-yl)-1H-pyrazolo[3,4-d]pyrimidin-4-amine